3-(5-{7-azaspiro[3.5]non-2-ylmethyl}-3-methyl-2-oxo-1,3-benzodiazol-1-yl)piperidine-2,6-dione C1C(CC12CCNCC2)CC2=CC1=C(N(C(N1C)=O)C1C(NC(CC1)=O)=O)C=C2